COC(=O)C1=NC(=CC(=C1)C=1C=2N(C(=NC1C1=CC=CC=C1)N)C(N(N2)C[C@@H]2OCCC2)=O)C (R)-4-(5-amino-3-oxo-7-phenyl-2-((tetrahydrofuran-2-yl)methyl)-2,3-dihydro-[1,2,4]Triazolo[4,3-c]Pyrimidin-8-yl)-6-methylpyridinecarboxylic acid methyl ester